5-([1,1'-biphenyl]-4-ylmethoxy)-1,3,4-oxadiazole-2-carboxylic acid C1(=CC=C(C=C1)COC1=NN=C(O1)C(=O)O)C1=CC=CC=C1